(Z)-2-bromo-3-isopropoxyacrylaldehyde Br\C(\C=O)=C/OC(C)C